dimethyl-(1-diazo-2-oxo-propanol) phosphonate P(O)(O)=O.CC(C(C(O)=[N+]=[N-])=O)C